[C@H](C)(CC)[C@@H]1N(CC2=C(NC1=O)C=CC=C2F)C(=O)N2C[C@H](CC2)O (S)-3-((S)-sec-butyl)-6-fluoro-4-((S)-3-hydroxypyrrolidine-1-carbonyl)-1,3,4,5-tetrahydro-2H-benzo[e][1,4]diazepin-2-one